5-(Imidazo[1,2-a]pyrimidin-6-yl)-N-(2-isobutyl-2-azaspiro[3.3]heptane-6-yl)pyrrolo[2,1-f][1,2,4]triazin-2-amine N=1C=CN2C1N=CC(=C2)C=2C=CN1N=C(N=CC12)NC1CC2(CN(C2)CC(C)C)C1